ClC=1C=CC(=C(C1)C1(OC(=C(C1=O)OC(C)=O)N)C)F 2-(5-chloro-2-fluorophenyl)-2-methyl-4-acetoxy-5-amino-3(2H)-furanone